methyl 2-(2-{2-[3-(1-acetylpiperidin-4-yl)indazol-1-yl]acetamido}acetamido)acetate C(C)(=O)N1CCC(CC1)C1=NN(C2=CC=CC=C12)CC(=O)NCC(=O)NCC(=O)OC